7-[1-(2,2-difluoroethyl)-1H-pyrazolo[3,4-b]pyrazin-6-yl]-2-[2-(trifluoromethyl)pyridin-4-yl]-2,7-diazaspiro[4.4]nonan-3-one FC(CN1N=CC=2C1=NC(=CN2)N2CC1(CC(N(C1)C1=CC(=NC=C1)C(F)(F)F)=O)CC2)F